(R)-N-(2-(4-Cyanothiazolidine-3-yl)-2-oxoethyl)-6-(4-oxopiperidin-1-yl)quinoline-4-carboxamide C(#N)[C@H]1N(CSC1)C(CNC(=O)C1=CC=NC2=CC=C(C=C12)N1CCC(CC1)=O)=O